2-(4-(3-Bromo-4-methylphenyl)pyrimidin-2-yl)propan-2-ol BrC=1C=C(C=CC1C)C1=NC(=NC=C1)C(C)(C)O